FC1=C(C(=C(C(=C1F)F)F)F)CNC1=CC=CC=C1 N-((perfluorophenyl)methyl)aniline